ClC1=CC=C(C(=N1)C(=O)O)N[C@H](C)C1=C2N=C(C(=NC2=CC(=C1)Cl)C#N)N1CCC(CC1)(F)F (R)-6-chloro-3-((1-(7-chloro-2-cyano-3-(4,4-difluoropiperidin-1-yl)quinoxalin-5-yl)ethyl)amino)picolinic acid